C1(CC1)[C@@H](C)NC1=NN2C(C=N1)=C(C=C2)C=2C=NC=1N(C2)C=CN1 (R)-N-(1-Cyclopropylethyl)-5-(imidazo[1,2-a]pyrimidin-6-yl)pyrrolo[2,1-f][1,2,4]triazin-2-amine